(1-(4-aminophenyl) piperidin-4-yl) acetate C(C)(=O)OC1CCN(CC1)C1=CC=C(C=C1)N